1-(4-benzimidazol-1-yl-phenyl)-3-(3-isopropyl-isoxazol-5-yl)-urea N1(C=NC2=C1C=CC=C2)C2=CC=C(C=C2)NC(=O)NC2=CC(=NO2)C(C)C